((6-(3-cyclopropyl-4-(7-morpholinoquinoxalin-2-yl)-1H-pyrazol-1-yl)hexyl)amino)-2-(2,6-dioxopiperidin-3-yl)isoindoline-1,3-dione C1(CC1)C1=NN(C=C1C1=NC2=CC(=CC=C2N=C1)N1CCOCC1)CCCCCCNC1=C2C(N(C(C2=CC=C1)=O)C1C(NC(CC1)=O)=O)=O